N,N-dimethylacryl-amide CN(C(C=C)=O)C